FC1=C(NC=2C3=C(N=CN2)C=CC(=N3)N3[C@@H]2CN([C@H](C3)CC2)C(=O)OC(C)(C)C)C=CC(=C1F)OCC1(CC1)F tert-butyl (1S,4S)-5-[4-[2,3-difluoro-4-[(1-fluorocyclopropyl)methoxy]anilino]pyrido[3,2-d]pyrimidin-6-yl]-2,5-diazabicyclo[2.2.2]octane-2-carboxylate